ClC1=NC(=NC(=N1)C1=C(C=C(C=C1)OCCCCCCCCC(CCC(CCCOCC1OC1)OCC1OC1)OCC1OC1)O)C1=C(C=C(C=C1)OCCCCCCCCC(CCC(CCCOCC1OC1)OCC1OC1)OCC1OC1)O 2-[4-chloro-6-[2-hydroxy-4-[9,12,15-tris(oxiran-2-ylmethoxy)pentadecoxy]phenyl]-1,3,5-triazin-2-yl]-5-[9,12,15-tris(oxiran-2-ylmethoxy)pentadecoxy]phenol